7-chloro-3-((2R,4S)-2-ethyltetrahydro-2H-pyran-4-yl)-6-(2-fluorobenzyl)-3,6-dihydro-4H-pyrazolo[4,3-d][1,2,3]triazin-4-one ClC=1N(N=C2C1N=NN(C2=O)[C@@H]2C[C@H](OCC2)CC)CC2=C(C=CC=C2)F